N-(1-(4-(trifluoromethyl)-phenyl)-1,2,3,4-tetrahydro-quinolin-3-yl)methane-sulfonamide FC(C1=CC=C(C=C1)N1CC(CC2=CC=CC=C12)NS(=O)(=O)C)(F)F